2-methoxy-4-(2-nitrovinyl)phenol COC1=C(C=CC(=C1)C=C[N+](=O)[O-])O